N-(3-chloro-4-nitrophenyl)acetamide CC(=O)NC1=CC(=C(C=C1)[N+](=O)[O-])Cl